C(C1=CC=CC=C1)N1S(C2=C(C3=C1C=C(C=C3)C(F)(F)F)CC(C=C2)(OC)OC)(=O)=O 6-benzyl-2,2-dimethoxy-8-(trifluoromethyl)-6H-dibenzo[c,e][1,2]thiazine 5,5-dioxide